Isoglutamin N[C@@H](CCC(=O)O)C(N)=O